N-({2-fluoro-3-methoxy-6-[3-(trifluoromethyl)-1,2,4-triazol-1-yl]phenyl}methyl)-1-[(2-isopropyl-1,3-dihydroisoindol-5-yl)methyl]-3-(methoxymethyl)pyrazole-4-carboxamide FC1=C(C(=CC=C1OC)N1N=C(N=C1)C(F)(F)F)CNC(=O)C=1C(=NN(C1)CC=1C=C2CN(CC2=CC1)C(C)C)COC